C(=O)O.C(N)(=N)C1=CC(=C(CNC2=CC(=NC=N2)OCC=2N=C3N(C=C(C=C3CC(=O)OCC)C3CC3)C2)C(=C1)C)C ethyl 2-(2-(((6-((4-carbamimidoyl-2,6-dimethylbenzyl)amino)pyrimidin-4-yl)oxy)methyl)-6-cyclopropylimidazo[1,2-a]pyridin-8-yl)acetate formic acid salt